tert-butyl (2R,3S,4S)-4-[(tert-butoxycarbonyl)oxy]-3-[(4-nitrophenoxycarbonyl)oxy]-2-{[4-(1,2-thiazol-5-yl)phenyl]methyl}pyrrolidine-1-carboxylate C(C)(C)(C)OC(=O)O[C@@H]1[C@H]([C@H](N(C1)C(=O)OC(C)(C)C)CC1=CC=C(C=C1)C1=CC=NS1)OC(=O)OC1=CC=C(C=C1)[N+](=O)[O-]